S(=O)(=O)([O-])[O-].C(C)NC=[NH+]CC.C(C)NC=[NH+]CC N,N'-diethylformamidinium sulfate